C1(CCCCC1)=NNC(C(=O)NN=C1CCCCC1)=O oxalic acid bis(cyclohexylidenehydrazide)